FC1=CC(=CC2=C1C1(COC1)N(C(O2)=O)CC2=C(C(=CC=C2)NS(NC)(=O)=O)F)OC=2N=NC=CC2 5-fluoro-3-({2-fluoro-3-[(methylsulfamoyl)amino]phenyl}methyl)-7-(pyridazin-3-yloxy)-2,3-dihydrospiro[1,3-benzoxazine-4,3'-oxetan]-2-one